5-[8-[(1S,2S)-2-[5-(difluoromethoxy)-2-pyridyl]cyclopropyl]imidazo[1,2-b]pyridazin-6-yl]-1H-pyrimidine-2,4-dione FC(OC=1C=CC(=NC1)[C@@H]1[C@H](C1)C=1C=2N(N=C(C1)C=1C(NC(NC1)=O)=O)C=CN2)F